tert-butyl-2-((3-amino-2-oxopyridin-1(2H)-yl)methyl)-1H-benzo[d]imidazole-1-carboxylate C(C)(C)(C)OC(=O)N1C(=NC2=C1C=CC=C2)CN2C(C(=CC=C2)N)=O